(4-chloro-2-fluorobenzyl)-8-(3-cyclobutoxyprop-1-yn-1-yl)-1-(2-hydroxyethyl)-3-methyl-3,7-dihydro-1H-purine-2,6-dione ClC1=CC(=C(CN2C(=NC=3N(C(N(C(C23)=O)CCO)=O)C)C#CCOC2CCC2)C=C1)F